trans-N-(4-((5-Fluoropyridin-3-Yl)oxy)cyclohexyl)-5-(4-chlorophenoxy)-2,2-Dimethylpentanamide FC=1C=C(C=NC1)O[C@@H]1CC[C@H](CC1)NC(C(CCCOC1=CC=C(C=C1)Cl)(C)C)=O